C(C=C)(=O)N1C[C@H](CCC1)C1=NN(C=2C(=NNC(C21)=O)N)C2=CC=C(C=C2)OC2=CC(=CC(=C2)F)F (S)-3-(1-acryloylpiperidin-3-yl)-7-amino-1-(4-(3,5-difluorophenoxy)phenyl)-1,5-dihydro-4H-pyrazolo[3,4-d]pyridazin-4-one